O=C1NC2=NC=CC=C2C=C1C(=O)O 2-oxo-1,8-naphthyridine-3-carboxylic acid